6-Ethyl-8-((4-methoxyphenyl)thio)-2,4-dimethylpyrimido[4,5-c]Isochinolin-1,3,7,10(2H,4H)-Tetraon C(C)C1=NC2=C(C=3C(C=C(C(C13)=O)SC1=CC=C(C=C1)OC)=O)C(N(C(N2C)=O)C)=O